4-chloro-6-(3-((1S,3R)-3-methyl-1-(4-methyl-4H-1,2,4-triazol-3-yl)cyclobutyl)-5-(oxetane-3-ylamino)phenyl)-2-(((S)-3-methylpiperidin-1-yl)methyl)-1H-pyrrolo[2,3-c]pyridin-7(6H)-one ClC=1C2=C(C(N(C1)C1=CC(=CC(=C1)NC1COC1)C1(CC(C1)C)C1=NN=CN1C)=O)NC(=C2)CN2C[C@H](CCC2)C